6-(2-(trifluoromethyl)pyrimidin-4-yl)-1,3,5-triazine-2,4(1H,3H)-dione FC(C1=NC=CC(=N1)C1=NC(NC(N1)=O)=O)(F)F